ClC1=NC(=NC(=C1)OC1COC1)SC 4-chloro-2-(methylthio)-6-(oxetan-3-yloxy)pyrimidine